BrCCOC1=CC=C(C=C1)C(=C(CCCl)C1=CC=CC=C1)C1=CC=C(C=C1)O 4-(1-(4-(2-bromoethoxy)phenyl)-4-chloro-2-phenylbut-1-en-1-yl)phenol